NC1=C2C(=NC=N1)N(N=C2C2=CC=C(C=C2)OC2=CC=CC=C2)C2CCN(CC2)CCCCCCCCCCCCSC2=C1CN(C(C1=CC=C2)=O)C2C(NC(CC2)=O)=O 3-(4-((12-(4-(4-amino-3-(4-phenoxyphenyl)-1H-pyrazolo[3,4-d]pyrimidin-1-yl)piperidine-1-yl)dodecyl)thio)-1-oxoisoindolin-2-yl)piperidine-2,6-dione